(3R)-7-((2S,5R)-4-acryloyl-2,5-dimethylpiperazin-1-yl)-9-chloro-10-(2,4-difluorophenyl)-3-((3,3-difluoropyrrolidin-1-yl)methyl)-2,3-dihydro-5H-[1,4]oxazino[2,3,4-ij]quinazolin-5-one C(C=C)(=O)N1C[C@@H](N(C[C@H]1C)C1=NC(N2C3=C(C(=C(C=C13)Cl)C1=C(C=C(C=C1)F)F)OC[C@H]2CN2CC(CC2)(F)F)=O)C